BrC=1C=C2CC(N(C2=CC1)C1=C(C=CC(=C1)OC(F)(F)F)F)=O 5-bromo-1-(2-fluoro-5-(trifluoromethoxy)phenyl)indolin-2-one